7-{1-[1-(2-Fluorophenyl)-1H-1,2,3-triazol-4-yl]propyl}-5-[2-(trifluoromethyl)pyrimidin-5-yl]-7H-pyrrolo[2,3-d]pyrimidin-4-amine FC1=C(C=CC=C1)N1N=NC(=C1)C(CC)N1C=C(C2=C1N=CN=C2N)C=2C=NC(=NC2)C(F)(F)F